FC(S(=O)(=O)C=1NC=C[N+]1CCCC)(F)F trifluoromethanesulfonyl-3-butylimidazolium